t-pentylperoxyisobutyl monocarbonate C(OC(C(C)C)OOC(C)(C)CC)([O-])=O